(R)-3-(1-(4-Chlorophenyl)ethyl)-5,6,7,8-tetrahydropyrido[4',3':4,5]thieno[2,3-d]pyrimidin-4(3H)-one ClC1=CC=C(C=C1)[C@@H](C)N1C=NC2=C(C1=O)C1=C(S2)CNCC1